C(C)(C)OC=1C(=CC2=C(N=C(S2)C(CCC(=O)OCC)=O)C1)OC ethyl 4-(5-isopropoxy-6-methoxybenzo[d]thiazol-2-yl)-4-oxobutanoate